(S)-2-amino-3-(4-((2-chloroethyl)(2-hydroxyethyl)amino)phenyl)propionic acid ethyl ester C(C)OC([C@H](CC1=CC=C(C=C1)N(CCO)CCCl)N)=O